C(#N)CC1CCC(CC1)N1C(=NC=2C1=C1C(=NC2)NC=C1)/N=N/C=1C=CC(=C(C(=O)N[C@H](CCCNC(N)=N)C(=O)OCC2=CC=CC=C2)C1)O benzyl (5-((E)-(1-((1R,4R)-4-(cyanomethyl)cyclohexyl)-1,6-dihydroimidazo[4,5-d]pyrrolo[2,3-b]pyridin-2-yl)diazenyl)-2-hydroxybenzoyl)-D-argininate